C(C)(C)(C)OC(=O)N1CCN(CC1)CC=1SC=CN1.CSC1=NC=C2N(C(N(C2=N1)C1CCOCC1)=O)[2H] (methylthio)-9-(tetrahydro-2H-pyran-4-yl)-7,9-dihydro-8H-purin-8-one-7-d tert-Butyl-4-(1,3-thiazol-2-ylmethyl)piperazine-1-carboxylate